C(C)OC(C(C)(C1=CC=C(C=C1)B1OC(C(O1)(C)C)(C)C)C)=O.OCCOC1=CC=C(C=C1)OCCO 1,4-bis-(2-hydroxyethoxy)benzene ethyl-2-methyl-2-(4-(4,4,5,5-tetramethyl-1,3,2-dioxaborolan-2-yl)phenyl)-propionate